(S)-4-(5-(3-((2-((S)-3-carboxybutanoyl)-4,7-dichloro-6-methoxyisoindolin-5-yl)oxy)propoxy)-6-methoxythieno[3,2-b]pyridin-2-yl)-2-methyl-4-oxobutanoic acid C(=O)(O)[C@H](CC(=O)N1CC2=C(C(=C(C(=C2C1)Cl)OCCCOC1=C(C=C2C(=N1)C=C(S2)C(C[C@@H](C(=O)O)C)=O)OC)OC)Cl)C